1-(cyclopropylmethyl)-6-(isopropylsulfonyl)-1H-pyrrolo[2,3-b]pyridine-2-carbaldehyde C1(CC1)CN1C(=CC=2C1=NC(=CC2)S(=O)(=O)C(C)C)C=O